methyl 5-amino-7-(4-isopropylphenyl)-2,3-dihydrobenzofuran-4-carboxylate NC1=CC(=C2C(CCO2)=C1C(=O)OC)C1=CC=C(C=C1)C(C)C